BrC=1C(=NN(C1)C=1C=C(C=C(C1)F)NC(C=C)=O)[N+](=O)[O-] N-[3-(4-bromo-3-nitropyrazol-1-yl)-5-fluorophenyl]prop-2-enamide